S(=O)(=O)(O)O.C(C=C)(=O)OCCN(C)C dimethylaminoethyl acrylate sulfate salt